[C@H](C)(CC)NC=1N=CC2=C(N1)NC=C2C=2C=C1C(=NC2)N=C(N1C(C)C)C (S)-N-(sec-butyl)-5-(1-isopropyl-2-methyl-1H-imidazo[4,5-b]pyridin-6-yl)-7H-pyrrolo[2,3-d]pyrimidin-2-amine